FC(C=1C=CC(=NC1)NC1CCN(CC1)S(=O)(=O)C1=CC=C(C=C1)C=1C=C2C(=NC1)NC=C2C#N)(F)F 5-(4-((4-((5-(Trifluoromethyl)pyridin-2-yl)amino)piperidin-1-yl)sulfonyl)phenyl)-1H-pyrrolo[2,3-b]pyridine-3-carbonitrile